NC1=CC=CC=2C(C3=CC=C(C=C3C(C12)=O)N)=O 1,7-diaminoanthraquinone